4-methyl-1,2-diaminobenzene CC1=CC(=C(C=C1)N)N